C[C@H](C1=CC=CC=C1)N (R)-(+)-1-Phenylethylamine